N-(2-Chloro-6-((5-methylthiophen-3-yl)oxy)pyridin-4-yl)-5-(2-(methylsulfonyl)propan-2-yl)benzo[b]thiophen-2-carboxamid ClC1=NC(=CC(=C1)NC(=O)C1=CC2=C(S1)C=CC(=C2)C(C)(C)S(=O)(=O)C)OC2=CSC(=C2)C